N-(2-fluoro-3-(trifluoromethoxy)benzyl)-N,2,2-trimethylbutanamide FC1=C(CN(C(C(CC)(C)C)=O)C)C=CC=C1OC(F)(F)F